octyl dodecyl phosphite P(OCCCCCCCC)(OCCCCCCCCCCCC)[O-]